CC1=CC=C(C=N1)S(=O)(=O)C1=CC=C(C=C1)NC(=O)NCC1=CC=NC=C1 1-[4-(6-Methyl-pyridine-3-sulfonyl)-phenyl]-3-pyridin-4-ylmethyl-urea